4-((S)-4-acryloyl-3-(cyanomethyl)piperazin-1-yl)-N-(8-methylnaphthalen-1-yl)-2-(((S)-1-methylpyrrolidin-2-yl)methoxy)-5,7-dihydro-6H-pyrrolo[3,4-d]pyrimidine-6-carboxamide C(C=C)(=O)N1[C@H](CN(CC1)C=1C2=C(N=C(N1)OC[C@H]1N(CCC1)C)CN(C2)C(=O)NC2=CC=CC1=CC=CC(=C21)C)CC#N